Isopropyl 6-(4-isopropoxyphenyl)-4-methoxypicolinate C(C)(C)OC1=CC=C(C=C1)C1=CC(=CC(=N1)C(=O)OC(C)C)OC